NC=1SC(=CN1)C(=O)NC1=C(C=CC=C1C)Cl 2-amino-N-(2-chloro-6-methylphenyl)-5-thiazolecarboxamide